The molecule is a benzothiazine that is piroxicam in which the pyridin-2-yl group is replaced by a 5-methyl-1,3-thiazol-2-yl group. A non-steroidal anti-inflammatory drug and selective inhibitor of COX-2, it is used particularly for the management of rheumatoid arthritis. It has a role as a non-steroidal anti-inflammatory drug, an antirheumatic drug, a cyclooxygenase 2 inhibitor and an analgesic. It is a benzothiazine, a monocarboxylic acid amide and a member of 1,3-thiazoles. CC1=CN=C(S1)NC(=O)C2=C(C3=CC=CC=C3S(=O)(=O)N2C)O